tert-Butyl 4-((4-iodophenyl)amino)piperidine-1-carboxylate IC1=CC=C(C=C1)NC1CCN(CC1)C(=O)OC(C)(C)C